N-(4-(4-amino-5-(3-methoxy-4-((4-methylpyrimidin-2-yl)oxy)phenyl)-7-methyl-7H-pyrrolo[2,3-d]pyrimidin-6-yl)phenyl)acrylamide NC=1C2=C(N=CN1)N(C(=C2C2=CC(=C(C=C2)OC2=NC=CC(=N2)C)OC)C2=CC=C(C=C2)NC(C=C)=O)C